N,N'-Dicyclohexylphenylendiamin C1(CCCCC1)NC1=C(C=CC=C1)NC1CCCCC1